N-(2,3-difluorophenyl)-4-(3-isopropylphenyl)-2-oxo-pyrrolidine-3-carboxamide FC1=C(C=CC=C1F)NC(=O)C1C(NCC1C1=CC(=CC=C1)C(C)C)=O